C1(CC1)C1=NC(=NN1)C=1C=C(C=NC1)N1C=CC=2C1=NC=C(C2)C(=O)N2CCC(CC2)(F)F (1-(5-(5-cyclopropyl-1H-1,2,4-triazol-3-yl)pyridin-3-yl)-1H-pyrrolo[2,3-b]pyridin-5-yl)(4,4-difluoropiperidin-1-yl)methanone